C(C)C=1C(=C2C=NNC2=C(C1F)C(F)(F)F)C1=CC=2N(C=C1)N=C(C2)NC(=O)C2C(C2)F N-(5-(5-ethyl-6-fluoro-7-(trifluoromethyl)-1H-indazol-4-yl)pyrazolo[1,5-a]pyridin-2-yl)-2-fluorocyclopropane-1-carboxamide